1-(((3S)-1-((3-cyano-1-azetidinyl)sulfonyl)-3-piperidinyl)carbonyl)-N-((1S)-1-(4-(difluoromethoxy)-3-methoxyphenyl)ethyl)-D-prolinamide C(#N)C1CN(C1)S(=O)(=O)N1C[C@H](CCC1)C(=O)N1[C@H](CCC1)C(=O)N[C@@H](C)C1=CC(=C(C=C1)OC(F)F)OC